O=C1NC=CC=C1S(=O)(=O)NC(=O)C=1C=NC(=CC1)C1=CC=C(C=C1)C N-[(2-oxo-1H-pyridin-3-yl)sulfonyl]-6-(p-tolyl)pyridine-3-carboxamide